S(=O)(=O)(ON1[C@@H]2CC[C@H](N(C1=O)C2)C(NC(CC=2C=NC=CC2)=O)=N)[O-].[Na+] Sodium (2S,5R)-7-oxo-2-(N-(2-(pyridin-3-yl) acetyl) carbamimidoyl)-1,6-diazabicyclo[3.2.1]octan-6-yl sulfate